SC[Si](OCC)(OCC)OCC 1-mercaptomethyltri-ethoxysilane